4-hydroxy-4'-methylchalcone OC1=CC=C(C=C1)\C=C\C(=O)C1=CC=C(C=C1)C